C(C)N(C(=O)C1=NN(C=C1)CC=1SC(=CC1)C1=NOC(=N1)C(F)(F)F)CC N,N-diethyl-1-[[5-[5-(trifluoromethyl)-1,2,4-oxadiazol-3-yl]-2-thienyl]methyl]pyrazole-3-carboxamide